3-phenylallyl-indenone C1(=CC=CC=C1)C=CCC=1C(C2=CC=CC=C2C1)=O